N-(1-((1R,4R)-4-((3,9-diazaspiro[5.5]undecane-3-yl)methyl)cyclohexyl)-3-methyl-1H-pyrazol-4-yl)-5-((1R,4R)-2-oxa-5-azabicyclo[2.2.1]heptane-5-yl)pyrazolo[1,5-a]pyrimidine-3-carboxamide C1CN(CCC12CCNCC2)CC2CCC(CC2)N2N=C(C(=C2)NC(=O)C=2C=NN1C2N=C(C=C1)N1[C@H]2CO[C@@H](C1)C2)C